ClC1=C(C(=CC=C1C1CC1)Cl)[C@@H](C)N1N=NC=2C=NC(=CC21)C=2CCOCC2 (R)-1-(1-(2,6-dichloro-3-cyclopropylphenyl)ethyl)-6-(3,6-dihydro-2H-pyran-4-yl)-1H-[1,2,3]triazolo[4,5-c]pyridine